C(#N)CN(C(CCCCC(=O)N)=O)S(=O)(=O)C1=CC=CC=C1 N6-(cyanomethyl)-N6-(phenylsulfonyl)adipamide